5-tert-butyl-7-(3,3-difluoropyrrolidin-1-yl)-3-[[2-(pyridin-2-yldithio)phenyl]methyl]triazolo[4,5-d]pyrimidine C(C)(C)(C)C=1N=C(C2=C(N1)N(N=N2)CC2=C(C=CC=C2)SSC2=NC=CC=C2)N2CC(CC2)(F)F